[Fe].N1=C(C=CC=C1)C(=O)N (2-pyridineformyl)-amine iron